FC1=CC=C(C=C1)C(=C)C1=CC=CC=C1 1-fluoro-4-(1-phenylvinyl)benzene